C(C)(C)(C)OC(=O)N1OCCC1C=1C=NC=C(C1)C(=O)OC 3-(5-methoxycarbonyl-3-pyridinyl)isoxazolidine-2-carboxylic acid tert-butyl ester